BrC=1C=2N(C=CC1)C(=C(N2)C#CCNC2=C(C=C(C(=O)NC)C=C2)OC)OCC 4-[(3-{8-bromo-3-ethoxyimidazo[1,2-a]pyridin-2-yl}prop-2-yn-1-yl)amino]-3-methoxy-N-methylbenzamide